ClCC\C=C\CCCCCC(OCC)OCC (3E)-1-chloro-10,10-diethoxy-3-decene